Cl.CN1N=CC=2C=NC(=CC21)[C@@H](C)N (R)-1-(1-methyl-1H-pyrazolo[4,3-c]pyridin-6-yl)ethan-1-amine hydrochloride